cyclohexynyl alcohol C1#CC(CCC1)O